C1(=CC=CC=C1)C1CCC2=NNC(N21)=O 5-phenyl-2H,5H,6H,7H-pyrrolo[2,1-c][1,2,4]triazol-3-one